FC1=CC=C(COC2=CC=C(C=C2)C=2N=C(NC2C2=CC(=NC=C2)C)N)C=C1 4-(4-((4-Fluorobenzyl)oxy)phenyl)-5-(2-methylpyridin-4-yl)-1H-imidazol-2-amine